CN1C(C=NC2=CC(=CC=C12)NC1=CC=C(C=C1)N1CCC(CC1)C)=O 1-methyl-6-((4-(4-methylpiperidin-1-yl)phenyl)amino)quinoxalin-2(1H)-one